(S)-6-(1-(2,6-dichlorobenzoyl)pyrrolidin-2-yl)-9-hydroxy-2-(2-((4-methoxyphenyl)sulfonyl)ethyl)-3,4-dihydro-2H-pyrazino[1,2-c]pyrimidine-1,8-dione ClC1=C(C(=O)N2[C@@H](CCC2)C2=NC(C(=C3N2CCN(C3=O)CCS(=O)(=O)C3=CC=C(C=C3)OC)O)=O)C(=CC=C1)Cl